C(CCCCCCCCCCCCCCCCCCC)(=O)O[C@@H]([C@H]([C@H](CO[C@@H]1[C@H](O)[C@@H](O)[C@@H](O)[C@H](O1)CO)N(C(=O)OCC1=CC=C(C=C1)N)C([C@@H](NC([C@@H](NC(=O)OCC1C2CCC#CCCC12)C(C)C)=O)CCCNC(=O)N)=O)O)CCCCCCCCCCCCCC (2S,3S,4R)-2-(N-((Bicyclo[6.1.0]non-4-yn-9-yl)methoxycarbonyl)-L-valinyl-L-citrullinyl-4-aminobenzyloxycarbonylamino)-1-(α-D-galactopyranosyloxy)-3-hydroxy-octadecan-4-yl icosanoate